C(C1=CC=C(C(=O)OC(C)(C)C)C=C1)(=O)OC(C)(C)C 1,4-di-tert-butyl terephthalate